BrC1=C(C(=CC=C1)Cl)S(=O)(=O)NC1=CC=NC=C1 2-bromo-6-chloro-N-(pyridin-4-yl)benzenesulfonamide